C(C)(C)(C)C1=NN(C(=C1)NC(=O)NC1=CC(=C(C=C1)OC1=CC=NC=2NC(C=NC21)=O)SC)C2=CC=CC=C2 1-(3-(tert-butyl)-1-phenyl-1H-pyrazol-5-yl)-3-(3-(methylthio)-4-((3-keto-3,4-dihydropyrido[2,3-b]pyrazin-8-yl)oxy)phenyl)urea